(2-bromo-1-((2-(trimethylsilyl)ethoxy)methyl)-1H-imidazol-4-yl)methanol BrC=1N(C=C(N1)CO)COCC[Si](C)(C)C